(S)-N-[(1Z)-1-(4-bromophenyl)-2-[(tert-butyldimethylsilyl)oxy]ethylidene]-2-methylpropane-2-sulfinamide BrC1=CC=C(C=C1)/C(/CO[Si](C)(C)C(C)(C)C)=N/[S@@](=O)C(C)(C)C